ClC1=CC(=C(C(=C1)C)C1=NC=2C(=NC=C(N2)N2CC(CC2)(O)C)N1C)O 1-[2-(4-chloro-2-hydroxy-6-methyl-phenyl)-1-methyl-imidazo[4,5-b]pyrazin-5-yl]-3-methyl-pyrrolidin-3-ol